C1(CC1)C1CC(C1)N1C(N([C@@H](C1)C#N)C1=CN=CC2=CC=CC=C12)=O (S)-1-((1s,3R)-3-cyclopropylcyclobutyl)-3-(isoquinolin-4-yl)-2-oxoimidazolidine-4-carbonitrile